ClC1=C(C=C(C=C1)N1CC(CC1=O)C(=O)O)C 1-(4-chloro-3-methylphenyl)-5-oxopyrrolidine-3-carboxylic acid